C(C1=CC=CC=C1)OC1=C(C=C(C=C1)[N+](=O)[O-])CCF 1-(Benzyloxy)-2-(2-fluoroethyl)-4-nitrobenzene